C(C)(C)(C)OC(=O)N1CCCCCC1 azepane-1-carboxylic acid tert-butyl ester